3-((tert-butyldimethylsilyl)oxy)-6-methylnon-8-enoic acid (3r,6s)-(3s,4s,e)-1-iodo-2,4-dimethylhex-1,5-dien-3-yl ester I\C=C(\[C@@H]([C@H](C=C)C)OC(CC(CCC(CC=C)C)O[Si](C)(C)C(C)(C)C)=O)/C